N[C@@H](CNC(=O)N)C1=CC=C(C=C1)S(=O)(=O)CC (R)-1-(2-amino-2-(4-(ethylsulfonyl)phenyl)ethyl)urea